3-amino-6-[3-methylimidazo[1,2-a]pyridin-6-yl]-5-(2H-1,2,3-triazol-2-yl)pyrazine-2-carbaldehyde NC=1C(=NC(=C(N1)N1N=CC=N1)C=1C=CC=2N(C1)C(=CN2)C)C=O